2-{[(dimethylamino)thiocarbonyl]sulfonyl}acetic acid CN(C(=S)S(=O)(=O)CC(=O)O)C